7-amino-5-(3-(aminomethyl)phenyl)-3-((2-(carboxymethyl)phenoxy)methyl)benzofuran-2-carboxylic acid NC1=CC(=CC=2C(=C(OC21)C(=O)O)COC2=C(C=CC=C2)CC(=O)O)C2=CC(=CC=C2)CN